CN1N=C2C(=CC=CC2=C1)CN1CCC2(CC1)COC1=C3CN(C(C3=CC=C12)=O)C1C(NC(CC1)=O)=O 3-(1'-((2-methyl-2H-indazol-7-yl)methyl)-6-oxo-6,8-dihydro-2H,7H-spiro[furo[2,3-e]isoindole-3,4'-piperidin]-7-yl)piperidine-2,6-dione